C1=CC=C2C(=C1)C=CC=C2N=NC3=CC=CC4=CC=CC=C43 azonaphthalene